OCC1CCC(CC1)N1N=C2C=C(C(=CC2=C1)NC(=O)C=1C=NC(=NC1)C(F)(F)F)C(C)(C)O N-[2-[4-(hydroxymethyl)cyclohexyl]-6-(1-hydroxy-1-methyl-ethyl)indazol-5-yl]-2-(trifluoromethyl)pyrimidine-5-carboxamide